Oleylamid C(CCCCCCC\C=C/CCCCCCCC)[NH-]